(R)-N-((1R,2R)-1-(8-fluoro-2,3-dihydrobenzo[b][1,4]dioxin-6-yl)-1-hydroxy-3-(pyrrolidin-1-yl)propan-2-yl)-1-(5,6,7,8-tetrahydronaphthalen-2-yl)pyrrolidine-3-carboxamide FC1=CC(=CC2=C1OCCO2)[C@H]([C@@H](CN2CCCC2)NC(=O)[C@H]2CN(CC2)C2=CC=1CCCCC1C=C2)O